CC1=C(C=C(C=C1)C1=NC=C(C=C1)C)NCC(=O)O (2-methyl-5-(5-methylpyridin-2-yl)phenyl)glycine